C(N)(O[C@H]1C(N(C[C@@H](C1)F)C(=O)C1=CC2=C(C(=C(O2)Cl)C)C(=C1)OC)C(C)(C)C)=O Tert-butyl-((3R,5R)-1-(2-chloro-4-methoxy-3-methylbenzofuran-6-carbonyl)-5-fluoropiperidin-3-yl) carbamate